4-chloro-1-(1-(5-(6-(dimethylamino)pyrazin-2-yl)-1,3,4-thiadiazol-2-yl)ethyl)pyridin-2(1H)-one ClC1=CC(N(C=C1)C(C)C=1SC(=NN1)C1=NC(=CN=C1)N(C)C)=O